N(NC(=O)O)C(=O)O 1,2-hydrazinedicarboxylic acid